C1(=CC=CC=C1)C=1C=CC=C2C(C=C(OC12)N1CCCCC1)=O 8-Phenyl-2-piperidin-1-yl-chromen-4-one